5-(2-thienoyl)amino-3-(1-(sec-butyl)-1,2,3,6-tetrahydropyridin-4-yl)-1H-indole S1C(=CC=C1)C(=O)NC=1C=C2C(=CNC2=CC1)C=1CCN(CC1)C(C)CC